4-methyl-5-(4,4,5,5-tetramethyl-1,3,2-dioxaborolan-2-yl)oxazole tert-butyl-7-(4-(cyclopropylamino)butyl)-3,4-dihydro-1,8-naphthyridine-1(2H)-carboxylate C(C)(C)(C)OC(=O)N1CCCC2=CC=C(N=C12)CCCCNC1CC1.CC=1N=COC1B1OC(C(O1)(C)C)(C)C